4-((1-((4'-fluoro-[1,1'-biphenyl]-4-yl)methyl)-5-(4-fluorophenyl)-1H-indazole-7-carboxamido)methyl)benzoic acid FC1=CC=C(C=C1)C1=CC=C(C=C1)CN1N=CC2=CC(=CC(=C12)C(=O)NCC1=CC=C(C(=O)O)C=C1)C1=CC=C(C=C1)F